O.O.C(C)(=O)NCCS(=O)(=O)[O-].[Mg+2].C(C)(=O)NCCS(=O)(=O)[O-] magnesium N-acetyl-taurinate, dihydrate